Tetrafluorophthalic anhydride FC=1C(=C(C(=C2C1C(=O)OC2=O)F)F)F